FC(C=1N=C(OC1C(=O)N1[C@H](C2=C(CC1)NC=N2)C2=NN1C(C(=CC=C1)F)=C2)C(C)(C)O)F (R)-(4-(difluoromethyl)-2-(2-hydroxypropan-2-yl)oxazol-5-yl)(4-(4-fluoropyrazolo[1,5-a]pyridin-2-yl)-6,7-dihydro-1H-imidazo[4,5-c]pyridin-5(4H)-yl)methanone